(4-chloro-1-(oxetan-3-yl)-1H-pyrazol-5-yl)-4-(4-(1-ethyl-4-(trifluoromethyl)-1H-imidazol-2-yl)benzyl)-6,7-dihydropyrazolo[1,5-a]pyrimidin-5(4H)-one ClC=1C=NN(C1C1=NN2C(N(C(CC2)=O)CC2=CC=C(C=C2)C=2N(C=C(N2)C(F)(F)F)CC)=C1)C1COC1